C(C)(C)(C)OC(=O)N1C=C(C2=CC=CC=C12)CC(=O)N(C([2H])([2H])[2H])C([2H])([2H])[2H].C(C)(C)(C)C1=C(C=CC=C1)[I+]C1=C(C=CC=C1)C(C)(C)C di(t-butylphenyl)iodonium tert-Butyl-3-(2-(bis(methyl-d3)amino)-2-oxoethyl)-1H-indole-1-carboxylate